4-(4-aminopyrimidin-2-yl)-1-ethyl-1H-pyrazol-5-ol NC1=NC(=NC=C1)C=1C=NN(C1O)CC